[C-]1(C=CC=C1)C1=C(C=CC(=C1)[N+](=O)[O-])C1=NN=C(N1N)S.[CH-]1C=CC=C1.[Fe+2] ferrocenyl-3-p-nitrophenyl-4-amino-5-mercapto-1,2,4-triazole